(3S,4S)-1-(1H-benzo[d]imidazol-5-yl)-3-cyclopropyl-4-(2-methyl-4-(6-(trifluoromethyl)pyridazin-3-yl)phenyl)azetidin-2-one N1C=NC2=C1C=CC(=C2)N2C([C@H]([C@H]2C2=C(C=C(C=C2)C=2N=NC(=CC2)C(F)(F)F)C)C2CC2)=O